methyl (R)-4-(5-amino-3-oxo-4-(((phenylmethyl-d2)sulfonyl)oxy)-2,3-dihydrofuran-2-yl-2-d)benzoate NC1=C(C([C@@](O1)([2H])C1=CC=C(C(=O)OC)C=C1)=O)OS(=O)(=O)C([2H])([2H])C1=CC=CC=C1